C(C)(C)C1=CC=C(C=N1)C(C)=O 1-(6-isopropylpyridin-3-yl)ethanone